Bis((9Z,12Z)-octadeca-9,12-dien-1-yl)hexan-1,6-diamine C(CCCCCCC\C=C/C\C=C/CCCCC)C(CCCCCN)(N)CCCCCCCC\C=C/C\C=C/CCCCC